S(=O)(=O)(O)O.FC1=C(CN2CC(C2)C(=O)O)C=CC(=C1)C1=NOC(=N1)C1=CC=C(C=C1)CC(C)C 1-{2-fluoro-4-[5-(4-isobutylphenyl)-1,2,4-oxadiazol-3-yl]-benzyl}-3-azetidinecarboxylic acid sulfate